8-[(1R)-1-[(6-Chloro-2-methyl-3-pyridyl)amino]ethyl]-2-[1-(2-hydroxy-2-methyl-propyl)pyrazol-4-yl]-3,6-dimethyl-chromen-4-one ClC1=CC=C(C(=N1)C)N[C@H](C)C=1C=C(C=C2C(C(=C(OC12)C=1C=NN(C1)CC(C)(C)O)C)=O)C